OC[C@H](C[C@@H]1C(NCC1)=O)NC([C@H](CCCC)NC(O[C@@H](C(C)(C)C1=CC(=CC=C1)Cl)C1=CC=CC=C1)=O)=O (R)-2-(3-Chlorophenyl)-2-methyl-1-phenylpropyl ((S)-1-(((S)-1-hydroxy-3-((R)-2-oxopyrrolidin-3-yl)propan-2-yl)amino)-1-oxohexan-2-yl)carbamate